(3R,4S)-3-cyclopropyl-1-[6-(1-ethylpyrazol-4-yl)-3-fluoropyrazolo[1,5-a]pyrazin-4-yl]-4-methyl-2-oxopyrrolidine-3-carbonitrile C1(CC1)[C@]1(C(N(C[C@H]1C)C=1C=2N(C=C(N1)C=1C=NN(C1)CC)N=CC2F)=O)C#N